2-(2-(((tert-butoxycarbonyl)amino)methyl)-5-fluorobenzofuran-7-yl)acetic acid C(C)(C)(C)OC(=O)NCC=1OC2=C(C1)C=C(C=C2CC(=O)O)F